N-((3R,4S)-4-((7-(2,6-dichloro-3,5-dimethoxyphenyl)-5-methoxy-2,6-naphthyridin-3-yl)amino)tetrahydrofuran-3-yl)acrylamide ClC1=C(C(=C(C=C1OC)OC)Cl)C1=NC(=C2C=C(N=CC2=C1)N[C@H]1[C@H](COC1)NC(C=C)=O)OC